tert-butyl (2R,5S)-2,5-diethyl-4-(2-((methoxyimino)methyl)-5-methyl-6-oxo-5,6-dihydroimidazo[1,2-b]pyridazin-8-yl)piperazine-1-carboxylate C(C)[C@H]1N(C[C@@H](N(C1)C=1C=2N(N(C(C1)=O)C)C=C(N2)C=NOC)CC)C(=O)OC(C)(C)C